5-(trifluoromethyl)pyrrolidine-4-carboxylic acid FC(C1C(CCN1)C(=O)O)(F)F